ClC=1C=NC(=C(C(=O)NC2CCC(CC2)CN2C(N(C3=C2C(=CC=C3)F)C=3C=CC(=NC3)C(=O)NC)=O)C1)C(F)F 5-(3-(((1r,4r)-4-(5-chloro-2-(difluoromethyl)nicotinamido)cyclohexyl)methyl)-4-fluoro-2-oxo-2,3-dihydro-1H-benzo[d]imidazol-1-yl)-N-methylpicolinamide